3-(3-cyclopropyl-1H-indazol-5-yl)-6-(4-methylpiperazin-1-yl)imidazo[1,2-b]pyridazine C1(CC1)C1=NNC2=CC=C(C=C12)C1=CN=C2N1N=C(C=C2)N2CCN(CC2)C